C1C(CCCC1)NS([O-])(=O)=O.[Na+] sodium 2-cyclohexylsulfamate